1,5-dimethyl-4-[[4-methyl-6-(1-methylpyrazol-4-yl)-3-pyridyl]sulfonyl]-3H-quinoxalin-2-one CN1C(CN(C2=C(C=CC=C12)C)S(=O)(=O)C=1C=NC(=CC1C)C=1C=NN(C1)C)=O